COC1=CC=C(C=N1)C#CC1=CC=C(OC2=C(N=NN2)C(=O)OCC)C=C1 Ethyl 5-(4-((6-methoxypyridin-3-yl)ethynyl)phenoxy)-1H-1,2,3-triazole-4-carboxylate